eicosyl n-triacontanoate C(CCCCCCCCCCCCCCCCCCCCCCCCCCCCC)(=O)OCCCCCCCCCCCCCCCCCCCC